1,3-bis[2-(2-methoxyethoxymethoxy)ethyl]imidazolium COCCOCOCCN1C=[N+](C=C1)CCOCOCCOC